C1(=CC(=CC=C1)C(=O)O)C=1C(=CC(=CC1)C(=O)O)C(=O)O 3,2',4'-biphenyltricarboxylic acid